S(=O)(=O)(OCCCCCCCCCCCC)[O-] LAURYL SULFATE